Tert-butyl (R)-3-(aminomethyl)-hexanoate NC[C@@H](CC(=O)OC(C)(C)C)CCC